3,5-dichloro-4-(6-((6-(1,1-difluoro-2-hydroxyethyl)pyrimidin-4-yl)amino)-1H-pyrazolo[4,3-c]pyridin-1-yl)benzonitrile ClC=1C=C(C#N)C=C(C1N1N=CC=2C=NC(=CC21)NC2=NC=NC(=C2)C(CO)(F)F)Cl